O1C=NC2=C1C=CC(=C2)C=2N=C1C(=NC2)N=C(S1)NC(C1=CN=C(C=C1C1=C(C=CC(=C1)Cl)OC)C)=O N-[6-(Benzo[d]oxazol-5-yl)thiazolo[4,5-b]pyrazin-2-yl]-4-(5-chloro-2-methoxy-phenyl)-6-methylnicotinamide